N-(1-Benzylpiperidin-4-yl)-N-(2,4-dimethylphenyl)propanamide C(C1=CC=CC=C1)N1CCC(CC1)N(C(CC)=O)C1=C(C=C(C=C1)C)C